N1=C(C=CC=C1)CON=C1CCC12C1C34CCN(C(C3(CC2)O)CC2=CC=C(C(=C24)O1)O)CC1CC1 3'-(cyclopropylmethyl)-4a',9'-dihydroxy-2',3',4',4a',5',6'-hexahydro-1'H,7a'H-spiro[cyclobutane-1,7'-[4,12]methanobenzofuro[3,2-e]isoquinolin]-2-one O-pyridin-2-ylmethyloxime